nonyl 8-((5-((4,4-bis(oct-3-yn-1-yloxy)butanoyl)oxy)pentyl)(2-hydroxyethyl)amino)octanoate C(CC#CCCCC)OC(CCC(=O)OCCCCCN(CCCCCCCC(=O)OCCCCCCCCC)CCO)OCCC#CCCCC